N-[4-[4-[4-(trifluoromethyl)pyrimidin-2-yl]piperazin-1-yl]sulfonylphenyl]benzamide FC(C1=NC(=NC=C1)N1CCN(CC1)S(=O)(=O)C1=CC=C(C=C1)NC(C1=CC=CC=C1)=O)(F)F